4-(4H-1,2,4-triazole-4-yl)benzoic acid N=1N=CN(C1)C1=CC=C(C(=O)O)C=C1